5-hydroxymethyl-2,4-dihydro[1,2,4]Triazol-3-one methyl-4-amino-3-[[(2S)-tetrahydrofuran-2-yl]methylamino]benzoate COC(C1=CC(=C(C=C1)N)NC[C@H]1OCCC1)=O.OCC=1NC(NN1)=O